C1(=CC=C(C=C1)N(C1=CC=2C(C3=CC=CC=C3C2C=C1)(C)C)C1=CC=C(C=C1)Br)C1=CC=CC=C1 biphenyl-4-yl-(4-bromo-phenyl)-(9,9-dimethyl-9H-fluoren-2-yl)-amine